4-(4-amino-1H-pyrazol-1-yl)-N-(2-chlorophenyl)-5-methylpyrimidin-2-amine NC=1C=NN(C1)C1=NC(=NC=C1C)NC1=C(C=CC=C1)Cl